N1C=NC2=C1C=CC(=C2)N2C(OC[C@@H]2C2=C(C=C(C=C2)N2CC(CC2)(F)F)F)=O (S)-3-(1H-benzo[d]imidazol-5-yl)-4-(4-(3,3-difluoropyrrolidin-1-yl)-2-fluorophenyl)-oxazolidin-2-one